N1(C=NC=C1)C(=S)N1CCN(C2=CC=CC=C12)C1=NC=CN=C1 Imidazole-1-yl-(4-pyrazin-2-yl-2,3-dihydroquinoxaline-1-yl)methanethione